4-methyl-2-pentaneol CC(CC(C)O)C